2-(3-bromophenyl)-1H-benzo[d]imidazole BrC=1C=C(C=CC1)C1=NC2=C(N1)C=CC=C2